N-(6-((1H-pyrazol-1-yl)methyl)-4-(trifluoromethoxy)benzo[d]isoxazol-3-yl)-2,6-dimethoxybenzenesulfonamide N1(N=CC=C1)CC1=CC2=C(C(=NO2)NS(=O)(=O)C2=C(C=CC=C2OC)OC)C(=C1)OC(F)(F)F